2-{5-[(R)-(1,3-Dimethyl-azetidin-3-yl)-hydroxy-(4-isopropyl-phenyl)-methyl]-pyridazin-3-yl}-8-oxa-2-aza-spiro[4.5]decan-3-one CN1CC(C1)(C)[C@@](C=1C=C(N=NC1)N1CC2(CC1=O)CCOCC2)(C2=CC=C(C=C2)C(C)C)O